5-(4-chloro-2-fluorophenyl)-1-(2,4-dichlorophenyl)-1,2-dihydro-3H-pyrazol-3-one ClC1=CC(=C(C=C1)C1=CC(NN1C1=C(C=C(C=C1)Cl)Cl)=O)F